O=C1N(CC2=CC(=CC=C12)C1CCN(CC1)CC1=CC=C2CCN(C(C2=C1)=O)C1=CC=CC=C1)C1C(NC(CC1)=O)=O 3-(1-oxo-5-(1-((1-oxo-2-phenyl-1,2,3,4-tetrahydroisoquinolin-7-yl)methyl)piperidin-4-yl)isoindolin-2-yl)piperidine-2,6-dione